4-trifluoromethyl-4,5-dihydropyrazole FC(C1C=NNC1)(F)F